ethyl 5-(1-(6-cyclopropylimidazo[1,2-a]pyridin-2-yl)-3-methoxy-3-oxoprop-1-en-1-yl)-1H-pyrazole-3-carboxylate C1(CC1)C=1C=CC=2N(C1)C=C(N2)C(=CC(=O)OC)C2=CC(=NN2)C(=O)OCC